CC(C(=O)O)(C(C(C)C)O)C 2,2,4-trimethyl-3-hydroxyvaleric acid